[N+](=O)([O-])C=1C=CC(=C(C#N)C1)C 5-nitro-2-methylbenzonitrile